P(OC[C@]1(N2CCC(C1=O)CC2)COC)(OC[C@]2(N1CCC(C2=O)CC1)COC)(=O)N bis(((1S,2R,4S)-2-(methoxymethyl)-3-oxoquinuclidin-2-yl) methyl) phosphoramidate